ClC=1C(=NC=CC1C1=NC(=C(C=C1)CN(C(OC(C)(C)C)=O)C[C@H]1NC(CC1)=O)OC)C1=C(C(=CC=C1)NC(=O)C=1SC(=CN1)C=O)Cl tert-Butyl (S)-((3'-chloro-2'-(2-chloro-3-(5-formylthiazole-2-carboxamido)phenyl)-6-methoxy-[2,4'-bipyridin]-5-yl)methyl)((5-oxopyrrolidin-2-yl)methyl)carbamate